4-((1-(quinolin-7-yl)-1h-indol-4-yl)methyl)morpholine N1=CC=CC2=CC=C(C=C12)N1C=CC2=C(C=CC=C12)CN1CCOCC1